(S)-N-(2-methoxy-5-(4-(trifluoromethyl)phenoxy)phenyl)-6-oxopiperidine-3-carboxamide COC1=C(C=C(C=C1)OC1=CC=C(C=C1)C(F)(F)F)NC(=O)[C@@H]1CNC(CC1)=O